2,4-dichlorobenzenesulfonyl fluoride ClC1=C(C=CC(=C1)Cl)S(=O)(=O)F